O(C)CCC1=C2C=CC(OC2=C2C(=C1)C(OC2)=O)(C)C 5-(2-methoxylethyl)-2,2-dimethyl-2H-furo[3,4-H]chromen-7(9H)-one